OC1=CC=CC2=C1CSCC(N2)=O 6-hydroxy-1,5-dihydro-4,1-benzothiazepin-2-one